ClCCC(C)O 2-chloroethyl-ethanol